O=C1N[C@H]2[C@@H](N1)CS[C@H]2CCCCC(=O)NCCOCCOCCO 5-[(3aS,4S,6aR)-2-oxo-hexahydro-1H-thieno[3,4-d]imidazol-4-yl]-N-[2-[2-(2-hydroxyethoxy)ethoxy]ethyl]pentanamide